tert-Butyl 4-(ethylamino)piperidine-1-carboxylate C(C)NC1CCN(CC1)C(=O)OC(C)(C)C